(5S,8R)-N-(4-acrylamido-3-chlorophenyl)-1-fluoro-6,7,8,9-tetrahydro-5H-5,8-epiminocyclohepta[c]pyridine-10-carboxamide C(C=C)(=O)NC1=C(C=C(C=C1)NC(=O)N1[C@H]2CC[C@@H]1CC=1C(=NC=CC12)F)Cl